4-(4-Methylpiperazin-1-yl)-N-(4-(4-(pyridin-2-yl)piperazin-1-yl)phenyl)benzamid CN1CCN(CC1)C1=CC=C(C(=O)NC2=CC=C(C=C2)N2CCN(CC2)C2=NC=CC=C2)C=C1